(2S,3S,4S,5R,6R)-3,4,5,6-tetrahydroxytetrahydro-2H-pyran-2-carboxylic acid O[C@@H]1[C@H](O[C@H]([C@@H]([C@H]1O)O)O)C(=O)O